1-ethyl-3,4-dimethylpyrazole C(C)N1N=C(C(=C1)C)C